3-amino-5-cyclopropyl-6-(1-methyl-1H-benzo[d]imidazol-4-yl)picolinonitrile NC=1C(=NC(=C(C1)C1CC1)C1=CC=CC=2N(C=NC21)C)C#N